C(C)(=O)C(C(=O)[O-])C(O)(C(=O)[O-])CC(=O)[O-] Acetylcitrate